COB1OC(C2=C1C=CC(=C2)NC2=NC=C(C(=C2)N[C@H](CO)C2=CC=CC=C2)C2=NC1(CO2)CCOCC1)(C)C (S)-2-((2-((1-methoxy-3,3-dimethyl-1,3-dihydrobenzo[c][1,2]oxaborol-5-yl)amino)-5-(3,8-dioxa-1-azaspiro[4.5]dec-1-en-2-yl)pyridin-4-yl)amino)-2-phenylethan-1-ol